((3,6-dimethyl-9h-carbazole-9-yl)butyl)phosphonic acid CC=1C=CC=2N(C3=CC=C(C=C3C2C1)C)CCCCP(O)(O)=O